1,2-bis(carboxymethyl)cyclohexane C(=O)(O)CC1C(CCCC1)CC(=O)O